6-[(4-Chloropyridin-2-yl)amino]-4-{[3-methoxy-4-(1-methyl-1H-1,2,4-triazol-3-yl)pyridin-2-yl]amino}-N-(2H3)methylpyridazin-3-carboxamid ClC1=CC(=NC=C1)NC1=CC(=C(N=N1)C(=O)NC([2H])([2H])[2H])NC1=NC=CC(=C1OC)C1=NN(C=N1)C